(2R)-2-[[(2R)-2-(tert-butoxycarbonylamino)-3-phenyl-propionyl]amino]-4-fluoro-4-methyl-pentanoic acid ethyl ester C(C)OC([C@@H](CC(C)(C)F)NC([C@@H](CC1=CC=CC=C1)NC(=O)OC(C)(C)C)=O)=O